N-(amino(1-methyl-1H-indazol-5-yl)(oxo)-λ6-sulfaneylidene)-2-(3-fluoro-2,6-diisopropylphenyl)acetamide NS(=NC(CC1=C(C(=CC=C1C(C)C)F)C(C)C)=O)(=O)C=1C=C2C=NN(C2=CC1)C